ClC=1C=NN(C1C1=NOC(=C1COC12CCC(CC1)(CC2)C2=NC(=NO2)C=2C=CC(=C(C(=O)O)C2)OC)C2CC2)C 5-(5-(4-((3-(4-chloro-1-methyl-1H-pyrazol-5-yl)-5-cyclopropylisoxazol-4-yl)methoxy)bicyclo[2.2.2]oct-1-yl)-1,2,4-oxadiazol-3-yl)-2-methoxybenzoic acid